FC(OC1=CC=C(C=C1)S(=O)(=O)N1CC2=C(C1)CN(C2)C(=O)NCC2=C(C=CC=C2)F)F 5-[4-(Difluoromethoxy)benzenesulfonyl]-N-[(2-fluorophenyl)methyl]-1H,2H,3H,4H,5H,6H-pyrrolo[3,4-c]pyrrole-2-carboxamide